1-(2-(2-bromoethoxy)phenyl)-5-(3,4-dichlorophenyl)-1,4-pentadien-3-one BrCCOC1=C(C=CC=C1)C=CC(C=CC1=CC(=C(C=C1)Cl)Cl)=O